(R)-tert-butyl-((1-iodoprop-2-yl)oxy)diphenylsilane C(C)(C)(C)[Si](C1=CC=CC=C1)(C1=CC=CC=C1)O[C@@H](CI)C